FC1(CCC(CC1)C(=O)[O-])F 4,4-difluorocyclohexane-1-carboxylate